2-(tert-butyldimethylsilyloxy)ethyl-thiazole copper chromium tellurium-copper chromium [Cr].[Cu].[Te].[Cr].[Cu].[Si](C)(C)(C(C)(C)C)OCCC=1SC=CN1